N-tetradecyl-2-(3-methoxy-4-ethoxyphenyl)-7-methoxy-3,5-diethoxyquinolin-4-one C(CCCCCCCCCCCCC)N1C(=C(C(C2=C(C=C(C=C12)OC)OCC)=O)OCC)C1=CC(=C(C=C1)OCC)OC